tert-butyl 4-(4-(5-(3-chloro-2-(methoxycarbonyl)phenoxy)-2-nitropyridin-4-yl)-1H-pyrazol-1-yl)piperidine-1-carboxylate ClC=1C(=C(OC=2C(=CC(=NC2)[N+](=O)[O-])C=2C=NN(C2)C2CCN(CC2)C(=O)OC(C)(C)C)C=CC1)C(=O)OC